5-amino-3-[3-fluoro-4-[[(2-methoxybenzoyl)amino]methyl]phenyl]-1-tetrahydropyran-4-yl-pyrazole-4-carboxamide NC1=C(C(=NN1C1CCOCC1)C1=CC(=C(C=C1)CNC(C1=C(C=CC=C1)OC)=O)F)C(=O)N